C(C)(C)(C)C1=CC(=NN1C)NC(C1=CC(=C(C=C1)C(F)F)C1CN(CC1)C=1C=NC=NC1)=O N-(5-(tert-butyl)-1-methyl-1H-pyrazol-3-yl)-4-(difluoromethyl)-3-(1-(pyrimidin-5-yl)pyrrolidin-3-yl)benzamide